1-(4-(2-{{tert-butoxycarbonyl}amino}-2-methyl-propanoyl)piperazine-1-carbonyl)-3-methyl-1H-imidazol-3-ium iodide [I-].C(C)(C)(C)OC(=O)NC(C(=O)N1CCN(CC1)C(=O)N1C=[N+](C=C1)C)(C)C